BrC=1C=CC(=C(CN2C(=CC(=C2)C2=C(C=C(C=C2)F)F)C(=O)OC)C1)[N+](=O)[O-] methyl 1-(5-bromo-2-nitrobenzyl)-4-(2,4-difluorophenyl)-1H-pyrrole-2-carboxylate